3-[3-methyl-4-(4-piperidyl)anilino]piperidine-2,6-dione HCl salt Cl.CC=1C=C(NC2C(NC(CC2)=O)=O)C=CC1C1CCNCC1